C(C)OCCCOCC#CC1=CC=C(C=C1)C(C)NC 1-(4-(3-(3-ethoxypropoxy)prop-1-yn-1-yl)phenyl)-N-methylethan-1-amine